C1([C@H](O)[C@@H](O)[C@H](O)[C@H](O1)CO)NC(NC1[C@H](O)[C@@H](O)[C@H](O)[C@H](O1)CO)=O di-D-glucosylurea